2-((3,5-dicyano-4-cyclopropyl-6-morpholinopyridin-2-yl)sulfanyl)-2-(pyridin-4-yl)acetamide C(#N)C=1C(=NC(=C(C1C1CC1)C#N)N1CCOCC1)SC(C(=O)N)C1=CC=NC=C1